ClC=1C=C(C=CC1I)S(F)(F)(F)(F)Cl 3-Chloro-4-iodophenyl-tetrafluoro-λ6-sulfanyl chloride